tert-butyl (3R)-4-{2-[4-({[(4-chlorophenyl)methyl]amino} carbonylamino)phenyl]acetyl}-3-methylpiperazinecarboxylate ClC1=CC=C(C=C1)CNC(=O)NC1=CC=C(C=C1)CC(=O)N1[C@@H](CN(CC1)C(=O)OC(C)(C)C)C